C(C)(C)(C)N(C(O)=O)C1=CC(=CC=C1)C(C)(CCNC1=CC(=C(C=C1)C)Cl)C.Cl[Si](C1=CC=CC2=CC=CC=C12)(C1=CC=CC2=CC=CC=C12)C1=CC=CC2=CC=CC=C12 chlorotris(1-naphthyl)silane tert-Butyl-(3-(4-((3-chloro-4-methylphenyl)amino)-2-methylbutan-2-yl)phenyl)carbamate